ethoxyacetic acid anion C(C)OCC(=O)[O-]